CC1=CC=CC(=N1)C=1C(=C(C(=C(C1N1C2=CC=C(C=C2C=2C=C(C=CC12)C)C)N1C2=CC=C(C=C2C=2C=C(C=CC12)C)C)C1=CC=NC=C1)N1C2=CC=C(C=C2C=2C=C(C=CC12)C)C)N1C2=CC=C(C=C2C=2C=C(C=CC12)C)C 9,9',9'',9'''-(3-(6-methylpyridin-2-yl)-6-(pyridin-4-yl)benzene-1,2,4,5-tetrayl)tetrakis(3,6-dimethyl-9H-carbazole)